O[C@@H](C(=O)OCC\C=C/CC)C(C)C (Z)-3-Hexenyl (2R)-2-hydroxy-3-methylbutyrate